1-(2-(2-(((3R,4S)-1-((1H-pyrazol-4-yl)sulfonyl)-3-fluoropiperidin-4-yl)amino)-5-(trifluoromethyl)pyrimidin-4-yl)thiazol-5-yl)-2-methylpropan-2-ol N1N=CC(=C1)S(=O)(=O)N1C[C@H]([C@H](CC1)NC1=NC=C(C(=N1)C=1SC(=CN1)CC(C)(O)C)C(F)(F)F)F